ClC=1C(=CC(=C(C1)N(C(=O)[C@H]1N(C([C@H]([C@H]1O)O)=O)C1=NC(=CC(=C1)C(F)(F)F)C)CCCN(C)C)F)F (2S,3S,4S)-N-(5-chloro-2,4-difluorophenyl)-N-(3-(dimethylamino)propyl)-3,4-dihydroxy-1-(6-methyl-4-(trifluoromethyl)pyridin-2-yl)-5-oxopyrrolidine-2-carboxamide